COC1=C(C=C2C(CCNC2=C1)(C)C)C=1C=NN(C1)C 7-methoxy-4,4-dimethyl-6-(1-methyl-1H-pyrazol-4-yl)-1,2,3,4-tetrahydroquinoline